C1(CC1)N(C(OC(C)(C)C)=O)C1CN(CC1)C=1C=C2N=CC(=NC2=CC1)C1=CC2=C(N=C(O2)C)C(=C1OC)C tert-butyl N-cyclopropyl-N-[1-[2-(5-methoxy-2,4-dimethyl-1,3-benzoxazol-6-yl)quinoxalin-6-yl]pyrrolidin-3-yl]carbamate